CSCC=CC(=O)SCCNC(CCNC([C@@H](C(COP(OP(OC[C@@H]1[C@H]([C@H]([C@@H](O1)N1C=NC=2C(N)=NC=NC12)O)OP(=O)(O)O)(=O)O)(=O)O)(C)C)O)=O)=O 4-(methylthio)but-2-enoyl-CoA